FC(C(=O)[O-])(F)F.FC(C(CC[C@H]([NH3+])C=1N=C2N(N=CC(=C2)C(C2C(N[C@@H](C2)C(F)(F)F)=O)O)C1)(C)C)(F)F (1S)-5,5,5-trifluoro-1-(7-(hydroxy((5S)-2-oxo-5-(trifluoromethyl)pyrrolidin-3-yl)methyl)imidazo[1,2-b]pyridazin-2-yl)-4,4-dimethylpentan-1-aminium 2,2,2-trifluoroacetate